2-bromo-1-(4-methoxyphenyl)-4-methylpentan-1-one BrC(C(=O)C1=CC=C(C=C1)OC)CC(C)C